C1(CCC(CCCC)O1)=O γ-caprylolactone